1-(10-bromoanthracen-9-yl-1,2,3,4,5,6,7,8-d8)naphtho[2,3-b]benzofuran-2,3,4,6,7,8,9,10,11-d9 BrC1=C2C(=C(C(=C(C2=C(C2=C(C(=C(C(=C12)[2H])[2H])[2H])[2H])C1=C(C(=C(C2=C1C1=C(O2)C(=C2C(=C(C(=C(C2=C1[2H])[2H])[2H])[2H])[2H])[2H])[2H])[2H])[2H])[2H])[2H])[2H])[2H]